8-((6-chloropyridin-3-yl)methyl)-3-(thiophen-3-yl)pyrido[2,3-d]pyrimidine-2,4(3H,8H)-dione ClC1=CC=C(C=N1)CN1C=CC=C2C1=NC(N(C2=O)C2=CSC=C2)=O